4-(((tert-butyldiphenylsilyl)oxy)methyl)-2-methylaniline [Si](C1=CC=CC=C1)(C1=CC=CC=C1)(C(C)(C)C)OCC1=CC(=C(N)C=C1)C